amino alcohol compound with sulfur [S].NO